2-(4-(1H-indol-4-yl)phenoxy)ethylmorpholine N1C=CC2=C(C=CC=C12)C1=CC=C(OCCN2CCOCC2)C=C1